C(C\C=C\CCCCCCC(=O)O)C(=O)O trans-3-decene-1,10-dicarboxylic acid